N-(bis(2-(trifluoromethoxy)phenyl)phosphaneyl)-N-cyclohexyl-1,1-bis(3-(tributylsilyl)phenyl)phosphanamine FC(OC1=C(C=CC=C1)P(N(P(C1=CC(=CC=C1)[Si](CCCC)(CCCC)CCCC)C1=CC(=CC=C1)[Si](CCCC)(CCCC)CCCC)C1CCCCC1)C1=C(C=CC=C1)OC(F)(F)F)(F)F